carboxyl-eugenol C(=O)(O)C1=C(C(=CC(=C1)CC=C)OC)O